N-(2-(1-(2-(2-aminoethoxy)ethyl)piperidin-4-yl)-6-methoxy-2H-indazol-5-yl)-6-(trifluoromethyl)pyridinecarboxamide NCCOCCN1CCC(CC1)N1N=C2C=C(C(=CC2=C1)NC(=O)C1=NC(=CC=C1)C(F)(F)F)OC